N-(1-(4-chlorophenyl)-2,2,2-trifluoroethyl)-2-oxo-oxazolidine-3-sulfonamide ClC1=CC=C(C=C1)C(C(F)(F)F)NS(=O)(=O)N1C(OCC1)=O